C1(CC1)C=1N=C(N(N1)C1=NC=NC(=C1)C(N(C)C)=O)[C@H](C)NC(OC(C)(C)C)=O tert-Butyl N-[(1S)-1-[5-cyclopropyl-2-[6-(dimethylcarbamoyl)pyrimidin-4-yl]-1,2,4-triazol-3-yl]ethyl]carbamate